Bis(6-hydroxy hexyl) terephthalate C(C1=CC=C(C(=O)OCCCCCCO)C=C1)(=O)OCCCCCCO